(R)-N-(2-(dimethylamino)-2-phenylethyl)-5-methoxy-3,3-dimethyl-2,3-dihydro-1H-pyrrolo[3,2-b]pyridine-1-carboxamide CN([C@@H](CNC(=O)N1CC(C2=NC(=CC=C21)OC)(C)C)C2=CC=CC=C2)C